di(1-naphthyl)-N,N'-diphenyl-benzidine C1(=CC=CC2=CC=CC=C12)N(C1=CC=C(C2=CC=C(N(C3=CC=CC=C3)C3=CC=CC4=CC=CC=C34)C=C2)C=C1)C1=CC=CC=C1